(R)-2-(benzyl(methyl)amino)-1-(3-chlorophenyl)ethan-1-ol C(C1=CC=CC=C1)N(C[C@H](O)C1=CC(=CC=C1)Cl)C